10-(2-(2-(3-oxa-7-azabicyclo[3.3.1]nonan-7-yl)ethoxy)ethyl)-3,7-dibromo-10H-phenoxazine C12COCC(CN(C1)CCOCCN1C3=CC=C(C=C3OC=3C=C(C=CC13)Br)Br)C2